3,4,4,7,7-pentamethyl-4,5,6,7-tetrahydrobenzo[b]thiophene CC=1C2=C(SC1)C(CCC2(C)C)(C)C